FC=1C=2N(C=C(C1)C1=CNC=3N=C(N=CC31)NC3CC(C3)(C)C(=O)N3CCCC3)C=CN2 ((1s,3s)-3-((5-(8-fluoroimidazo[1,2-a]pyridin-6-yl)-7H-pyrrolo[2,3-d]pyrimidin-2-yl)amino)-1-methylcyclobutyl)(pyrrolidin-1-yl)methanone